(R)-4-(1-(3-(2-cyclopropyl-1H-imidazol-1-yl)phenoxy)propan-2-yloxy)-3-fluorobenzonitrile C1(CC1)C=1N(C=CN1)C=1C=C(OC[C@@H](C)OC2=C(C=C(C#N)C=C2)F)C=CC1